tert-Butyl ((S*)-1-((1R,3s,5S)-6,6-difluorobicyclo[3.1.0]hexan-3-yl)-3-iodo-2-oxopropyl)carbamate FC1([C@H]2CC(C[C@@H]12)[C@@H](C(CI)=O)NC(OC(C)(C)C)=O)F |o1:7|